(1s,4s)-4-((5-(imidazo[1,2-b]pyridazin-6-yl)pyrrolo[2,1-f][1,2,4]triazin-2-yl)amino)-1-methylcyclohexan-1-ol N=1C=CN2N=C(C=CC21)C=2C=CN1N=C(N=CC12)NC1CCC(CC1)(O)C